C(C)C=1SC(=C(N1)C1=CC=CC=C1)OC1=CC(=NC=C1)N 4-((2-ethyl-4-phenylthiazol-5-yl)oxy)pyridin-2-amine